6-(7-(1-methyl-1H-pyrazol-4-yl)imidazo[1,2-a]pyridin-3-yl)-N-(4-(2-morpholinoethoxy)phenyl)pyridin-2-amine CN1N=CC(=C1)C1=CC=2N(C=C1)C(=CN2)C2=CC=CC(=N2)NC2=CC=C(C=C2)OCCN2CCOCC2